CC1(C(N2C(CC2S1=O)=O)C(=O)O)C 3,3-dimethyl-7-oxo-4-thia-1-azabicyclo[3.2.0]Heptane-2-carboxylic acid 4-oxide